P(=O)(OC(C)(C)C)(OC(C)(C)C)OCN1N=CC2=CC(=CC=C12)C=1C(=NC=CC1)C1=CC(=C(C=C1)F)C di-tert-butyl [5-(2-(4-fluoro-3-methylphenyl)pyridin-3-yl)-1H-indazol-1-yl]methyl phosphate